(2S)-methyl-2-((2S)-3-(2,2-difluorocyclopropyl)-2-(4-methoxy-1H-indole-2-carboxamido)propanamido)-3-((S)-2-oxopiperidin-3-yl)propanoate COC([C@H](C[C@H]1C(NCCC1)=O)NC([C@H](CC1C(C1)(F)F)NC(=O)C=1NC2=CC=CC(=C2C1)OC)=O)=O